lithium peroxyoxalate C(C(=O)[O-])(=O)O[O-].[Li+].[Li+]